N=1C=CN2C1C=CC(=C2)C2=CNC=1N=C(N=CC12)N[C@@H]1CCC(N(C1)C)=O (R)-5-((5-(imidazo[1,2-a]pyridin-6-yl)-7H-pyrrolo[2,3-d]pyrimidin-2-yl)amino)-1-methylpiperidin-2-one